Tert-Butyl-Hydrazine C(C)(C)(C)NN